pyrrolo[1,2-b]pyridazine hydrochloride Cl.N=1N2C(C=CC1)=CC=C2